C1(CC1)OC1=CC(=NC(=N1)C(C)(F)F)NC1=CC(=NC=C1OCC)NC(C)=O N-(4-((6-cyclopropoxy-2-(1,1-difluoroethyl)pyrimidin-4-yl)amino)-5-ethoxypyridin-2-yl)acetamide